C(CCC)NC([C@@H](NC1=NC=2C=CC=CC2C=2N1N=C(N2)C2=C(C=C(C=C2)Cl)OC(F)F)C)=O N-butyl-N2-{2-[4-chloro-2-(difluoromethoxy)phenyl][1,2,4]triazolo[1,5-c]quinazolin-5-yl}-L-alaninamide